F[C@H]1CN(CC[C@H]1NC1=C2C=C(N(C2=CC=C1)CC(F)(F)F)C1=NOC(=N1)CNC(=O)C1=CN(C=C1)C(C)(CC)C)C N-{[3-(4-{[(3S,4R)-3-fluoro-1-methylpiperidin-4-yl]amino}-1-(2,2,2-trifluoroethyl)-1H-indol-2-yl)-1,2,4-oxadiazol-5-yl]methyl}-1-(2-methylbutan-2-yl)-1H-pyrrole-3-carboxamide